COC1=C2C(C=C(OC2=CC(=C1)OC)C1=CC(=C(C=C1)OC)OC)=O 5,7,3',4'-tetramethoxyflavone